(S)-3-methyl-4-oxopiperidine-1-carboxylic acid tert-butyl ester C(C)(C)(C)OC(=O)N1C[C@@H](C(CC1)=O)C